2-(4,6-diphenyl-1,3,5-triazin-2-yl)-5-ethyloxy-phenol C1(=CC=CC=C1)C1=NC(=NC(=N1)C1=CC=CC=C1)C1=C(C=C(C=C1)OCC)O